The molecule is a linear amino pentasaccharide comprising lacto-N-neotetraose having an alpha-N-acetylneuraminyl residue attached at the 6-position of the galactosyl residue at the non-reducing end. It is an amino pentasaccharide and a glucosamine oligosaccharide. CC(=O)N[C@@H]1[C@H](C[C@@](O[C@H]1[C@@H]([C@@H](CO)O)O)(C(=O)O)OC[C@@H]2[C@@H]([C@@H]([C@H]([C@@H](O2)O[C@@H]3[C@H](O[C@H]([C@@H]([C@H]3O)NC(=O)C)O[C@H]4[C@H]([C@H](O[C@H]([C@@H]4O)O[C@@H]5[C@H](OC([C@@H]([C@H]5O)O)O)CO)CO)O)CO)O)O)O)O